NC=1C2=C(N=CN1)N(C(=C2C2=CC=C(C=C2)OC2=NC(=CC=C2)C)C2=CC(=C(C=C2)NC(C=C)=O)C)C N-(4-(4-amino-7-methyl-5-(4-(6-methylpyridin-2-yloxy)phenyl)-7H-pyrrolo[2,3-d]pyrimidin-6-yl)-2-methylphenyl)acrylamide